N-((3-bromopyridin-2-yl)methyl)-3,5-difluorobenzamide BrC=1C(=NC=CC1)CNC(C1=CC(=CC(=C1)F)F)=O